2-amino-5-chloro-3'-fluoro-[1,1'-biphenyl]-4-carbonitrile NC1=C(C=C(C(=C1)C#N)Cl)C1=CC(=CC=C1)F